N(=[N+]=[N-])ON=[N+]=[N-] azidoether